C(C)OC(\C=C\C1=C(C(=CC=C1)Cl)[N+](=O)[O-])=O.C1(CC1)OC1=CC=CC2=C1N=C(O2)C2=C1C=C(N=CC1=C(N=C2)NC)C2(CC2)C(=O)N (5-(4-cyclopropoxybenzo[d]oxazol-2-yl)-8-(methylamino)-2,7-naphthyridin-3-yl)cyclopropanecarboxamide Ethyl-(E)-3-(3-chloro-2-nitrophenyl)acrylate